C[Si](C)(C)SCCC[Si](OC)(OC)C (trimethylsilyl)[3-(methyldimethoxysilyl)propyl]sulfide